(+-)-4-fluoro-3-(3-((2-(trifluoromethyl)phenoxy)methyl)pyrrolidin-1-yl)benzoic acid FC1=C(C=C(C(=O)O)C=C1)N1C[C@@H](CC1)COC1=C(C=CC=C1)C(F)(F)F |r|